ClC1=CC=C(C(N1C)=O)C(CC#C[Si](C)(C)C)C1=C(C=CC(=C1)F)F 6-chloro-3-(1-(2,5-difluorophenyl)-4-(trimethylsilyl)but-3-yn-1-yl)-1-methylpyridin-2(1H)-one